2-amino-2-hydroxymethyl-1,3-propanediol isostearate C(CCCCCCCCCCCCCCC(C)C)(=O)OCC(CO)(CO)N